FC(OC=1C=CC(=NC1)N1C=C(C(C2=CC(=C(C(=C12)Cl)N1CC(C1)N)F)=O)C(=O)O)(F)F 1-(5-trifluoromethoxy-2-pyridyl)-8-chloro-6-fluoro-1,4-dihydro-7-(3-aminoazetidinyl)-4-oxo-3-quinolinecarboxylic acid